C(C)(C)(C)[Si](OCC(C=O)(C)C)(C1=CC=CC=C1)C1=CC=CC=C1 3-((tertbutyldiphenylsilyl)oxy)-2,2-dimethylpropan-1-one